N1CC(C1)CN1CCC(CC1)OC1=CC2=C(N(C(N2C)=O)C2C(NC(CC2)=O)=O)C=C1 3-[5-[[1-(Azetidin-3-ylmethyl)-4-piperidyl]oxy]-3-methyl-2-oxo-benzimidazol-1-yl]piperidine-2,6-dione